[Na+].BrC1=CC=C2CN(C(C2=C1)=O)[C@@H](C(=O)[O-])C1=NC=CC=C1OC |r| (2RS)-2-(6-bromo-1-oxo-isoindolin-2-yl)-2-(3-methoxy-2-pyridinyl)acetic acid sodium salt